N-[4-chloro-3-[(2-methyl-3-oxocyclopenten-1-yl)amino]phenyl]-2-methylbenzenesulfonamide ClC1=C(C=C(C=C1)NS(=O)(=O)C1=C(C=CC=C1)C)NC1=C(C(CC1)=O)C